(2R)-2-amino-4-pentynoic acid N[C@@H](C(=O)O)CC#C